(4E)-4-methyl-5-(4-methylphenyl)-pent-4-enal C/C(/CCC=O)=C\C1=CC=C(C=C1)C